(5S)-N-(2,4-dichlorobenzyl)-5-fluoro-8-((2-hydroxyethyl)sulfonyl)-5,6,7,8-tetrahydroquinoline-5-carboxamide ClC1=C(CNC(=O)[C@]2(C=3C=CC=NC3C(CC2)S(=O)(=O)CCO)F)C=CC(=C1)Cl